(2R,3S)-2-(4-(cyclopentyl-(thiazolo[4,5-c]pyridin-4-yl)amino)phenyl)-N-(4-methyl-3-(trifluoromethyl)phenyl)piperidine-3-carboxamide C1(CCCC1)N(C1=CC=C(C=C1)[C@@H]1NCCC[C@@H]1C(=O)NC1=CC(=C(C=C1)C)C(F)(F)F)C1=NC=CC2=C1N=CS2